3-glycidoxypropylmethyl-dimethoxysilane C(C1CO1)OCCC[Si](OC)(OC)C